(2,2,3,3,4,4,5,5-octafluoropentyl)(3,3,3-trifluoropropyl)malononitrile FC(CC(C#N)(C#N)CCC(F)(F)F)(C(C(C(F)F)(F)F)(F)F)F